(R)-5-phenyl-5,6-dihydrooxazolo[2,3-c][1,2,4]triazol-3(2H)-one C1(=CC=CC=C1)[C@@H]1COC2=NNC(N21)=O